3-fluoro-4-(1-propionylindol-5-yl)benzoic acid FC=1C=C(C(=O)O)C=CC1C=1C=C2C=CN(C2=CC1)C(CC)=O